C1(CC1)C1=NC=C(C(=C1)OC=1C(=NC(=NC1)N)NCC(C)C)C(C)C 5-((2-cyclopropyl-5-isopropylpyridin-4-yl)oxy)-N4-isobutylpyrimidine-2,4-diamine